C(C)N1N=CC(=C1)C=1C=C(C=NC1)C(C)NC1=NC(=NC=C1)C N-{1-[5-(1-ethyl-1H-pyrazol-4-yl)pyridin-3-yl]ethyl}-2-methylpyrimidin-4-amine